BrC1=C(C=CC=C1)[C@H]1N(CCN(C1)C1=NC(=NC(=C1)N)N)CCO |r| (R/S)-2-(2-(2-bromophenyl)-4-(2,6-diaminopyrimidin-4-yl)piperazin-1-yl)ethan-1-ol